CC1=CC2=C(OCC3(SCC(N3)C(=O)O)CO2)C=C1 7-methyl-2H,4H-spiro[benzo[b][1,4]dioxepine-3,2'-thiazolidine]-4'-carboxylic acid